C(C(C)([2H])[2H])(O)([2H])[2H] n-propanol-d4